ClC=1C(=C(N)C=CC1OC(F)F)F 3-chloro-4-(difluoromethoxy)-2-fluoro-aniline